C(C1=CC=CC=C1)OC1=C(C=C(C(=N1)C(O)C1=C2C=NN(C2=C(C=C1)F)C1OCCCC1)NC(OC(C)(C)C)=O)C tert-Butyl (6-(benzyloxy)-2-((7-fluoro-1-(tetrahydro-2H-pyran-2-yl)-1H-indazol-4-yl)(hydroxy)methyl)-5-methylpyridin-3-yl)carbamate